O[C@@H]([C@H](CO[C@H]1O[C@@H]([C@@H]([C@@H]([C@H]1O)O)O)CO)NS(=O)CCCCCCCCCCCC)[C@@H](CCCCCCCCCCCCCC)O N-((2S,3S,4R)-3,4-dihydroxy-1-(((2S,3R,4S,5R,6R)-3,4,5-trihydroxy-6-(hydroxymethyl)tetrahydro-2H-pyran-2-yl)oxy)octadecan-2-yl)dodecane-1-sulfinamide